O=C1NC(CCC1NC1=CC=C(C=C1)C1CCN(CC1)CC(=O)N1CCC(CC1)C1=C(C=CC=C1)C1=C2C(=NC=C1)NC=C2C(C2=C(C(=CC=C2F)NS(N(C)CC)(=O)=O)F)=O)=O 4-[1-[2-[4-[4-[(2,6-dioxo-3-piperidyl)amino]phenyl]-1-piperidyl]acetyl]-4-piperidyl-phenyl]-3-[3-[[ethyl(methyl)sulfamoyl]amino]-2,6-difluoro-benzoyl]-1H-pyrrolo[2,3-b]pyridine